6-chloro-5-fluoro-5',5'-dimethyl-2-oxo-1,2-dihydrospiro[benzo[d][1,3]oxazine-4,3'-piperidine]-1'-carboxylic acid tert-butyl ester C(C)(C)(C)OC(=O)N1CC2(CC(C1)(C)C)C1=C(NC(O2)=O)C=CC(=C1F)Cl